C(=O)(O)CC(C(=O)O)C 2-carboxymethyl-propionic acid